N-(cyclopropylmethyl)-2-[2-fluoro-5-[[6-oxo-4-(trifluoromethyl)-1H-pyridine-3-carbonyl]amino]-4-[rac-(3R,5S)-3,4,5-trimethylpiperazin-1-yl]phenyl]-N-methyl-1,3-thiazole-5-carboxamide C1(CC1)CN(C(=O)C1=CN=C(S1)C1=C(C=C(C(=C1)NC(=O)C1=CNC(C=C1C(F)(F)F)=O)N1C[C@H](N([C@H](C1)C)C)C)F)C |r|